2-(4-((6-((tert-butoxycarbonyl)amino)hexanamido)methyl)phenyl)thiazole butyl-benzyl(2-chloro-7-nitropyrrolo[2,1-f][1,2,4]triazin-4-yl)carbamate C(CCC)OC(N(C1=NC(=NN2C1=CC=C2[N+](=O)[O-])Cl)CC2=CC=CC=C2)=O.C(C)(C)(C)OC(=O)NCCCCCC(=O)NCC2=CC=C(C=C2)C=2SC=CN2